CC(C[C@@H](C(N1[C@H](CC2(OCC(CO2)CN2N=CC=C2)CC1)C)=O)N1C([C@@H](NCC1)CC(C)C)=O)C (3S)-1-[(2S)-4-Methyl-1-oxo-1-[(3s,6s,8S)-8-methyl-3-(1H-pyrazol-1-ylmethyl)-1,5-dioxa-9-azaspiro[5.5]undec-an-9-yl]pentan-2-yl]-3-(2-methylpropyl)piperazin-2-one